N-(5-fluoropyrimidin-4-yl)-2-[1-oxo-4-prop-2-yl-6-(trifluoromethyl)phthalazin-2-yl]acetamide FC=1C(=NC=NC1)NC(CN1C(C2=CC=C(C=C2C(=N1)C(C)C)C(F)(F)F)=O)=O